ethyl (1S,2S)-2-((5R,9R,Z)-9-(but-3-en-1-yl)-7-((tert-butoxycarbonyl)imino)-9-ethyl-l-1-oxo-2,12-dioxa-6,8-diazatridecan-5-yl)cyclopropane-1-carboxylate C(CC=C)[C@@](N\C(\N[C@H](CCOC=O)[C@@H]1[C@H](C1)C(=O)OCC)=N/C(=O)OC(C)(C)C)(CCOC)CC